2-chloro-4-((2-ethoxybenzyl)amino)pyrimidin-5-carboxamide ClC1=NC=C(C(=N1)NCC1=C(C=CC=C1)OCC)C(=O)N